2-((4-bromophenyl)carbamoyl)pyrrolidine-1-carboxylic acid tert-butyl ester C(C)(C)(C)OC(=O)N1C(CCC1)C(NC1=CC=C(C=C1)Br)=O